C1(CC1)C1=CC(=NN1)NC(C(C)C=1C=NN(C1)C=1N=C(SC1)C)=O N-(5-cyclopropyl-1H-pyrazol-3-yl)-2-(1-(2-methylthiazol-4-yl)-1H-pyrazol-4-yl)propanamide